3,5-Dioxo-2-(4-(4-(piperazin-1-ylmethyl)piperidin-1-yl)phenyl)-2,3,4,5-tetrahydro-1,2,4-triazine-6-carbonitrile O=C1N(N=C(C(N1)=O)C#N)C1=CC=C(C=C1)N1CCC(CC1)CN1CCNCC1